ClC=1N=C(C2=C(N1)C=C(O2)C(=O)NC)N2CCOCC2 2-chloro-N-methyl-4-morpholinofuro[3,2-d]pyrimidine-6-carboxamide